C(C)(C)(C)C1=COC=C1C(C)(C)C 3,4-di-tert-butylfuran